O1CC(C1)NC=1N=C(C2=C(N1)N=CC=C2)NCC2=C(C=CC=C2)C(F)(F)F N2-(oxetan-3-yl)-N4-(2-(trifluoromethyl)benzyl)pyrido[2,3-d]pyrimidine-2,4-diamine